2-(tert-Butyl)-1',5-dimethylspiro[indole-3,3'-indolin]-2'-one C(C)(C)(C)C1=NC2=CC=C(C=C2C12C(N(C1=CC=CC=C21)C)=O)C